ClC1=C(C=CC2=CC=CC=C12)C 1-chloro-methylnaphthalene